4-((1-(3-(8-fluoro-1-oxo-1,2-dihydroisoquinolin-3-yl)propyl)piperidin-4-yl)amino)benzonitrile FC=1C=CC=C2C=C(NC(C12)=O)CCCN1CCC(CC1)NC1=CC=C(C#N)C=C1